(dimethyl)(phenyl)[phenyl(biphenylyl)triazinyl]indenocarbazole CC=1C(=C(C(=C2C=C3C(=CC=C4C=5C=CC=CC5N=C34)C12)C1=NN=NC(=C1C1=C(C=CC=C1)C1=CC=CC=C1)C1=CC=CC=C1)C1=CC=CC=C1)C